propane-1,2-diyl-ditetradecanoate C(C(C)CCCCCCCCCCCCCC(=O)[O-])CCCCCCCCCCCCCC(=O)[O-]